O1C(CCCC1)C(C(=O)O)NCC(=O)O 2-tetrahydropyranyl-iminodiacetic acid